Benzyl (2R,3R)-3-((tert-butoxycarbonyl)amino)-2-methylpiperidine-1-carboxylate C(C)(C)(C)OC(=O)N[C@H]1[C@H](N(CCC1)C(=O)OCC1=CC=CC=C1)C